C(C)(C)NC(O[C@H]1C[C@H](CC1)C=1NN=C(C1)NC(CCC1=C(C(=CC=C1)O)C=O)=O)=O (1R,3S)-3-{5-[3-(2-formyl-3-hydroxyphenyl)propanamido]-2H-pyrazol-3-yl}cyclopentyl N-isopropylcarbamate